3-(3-(cyanomethyl)-7-((3-fluoro-1-methylpiperidin-4-yl)amino)-1-oxidobenzo[b]thiophen-2-yl)prop-2-yn C(#N)CC=1C2=C(S(C1C#CC)=O)C(=CC=C2)NC2C(CN(CC2)C)F